ClC1=C(C=C(C=C1)C1(NC2=CC=CC=C2C(=N1)NC1=NNC(=C1)C1CC1)N)C(F)(F)F 2-(4-chloro-3-(trifluoromethyl)phenyl)-N4-(5-cyclopropyl-1H-pyrazol-3-yl)quinazoline-2,4-diamine